4-chloro-2-((1s,4R)-4-(2-methyl-3,4-dihydroquinolin-1(2H)-yl)cyclohexyl)-5-((((S)-tetrahydro-2H-pyran-3-yl)methyl)amino)pyridazin-3(2H)-one ClC=1C(N(N=CC1NC[C@H]1COCCC1)C1CCC(CC1)N1C(CCC2=CC=CC=C12)C)=O